CCCCCCC/C=C/C(=O)O 2E-decenoic acid